8,10-dimethyl-9H-tribenzo[b,d,f]azepine CC1=CC=CC2=C1NC1=C(C3=C2C=CC=C3)C=CC=C1C